C(CCCCCCC)OC1=CSC=C1OCCCCCCCC 3,4-di-octyloxythiophene